C(C1=CC=CC=C1)OCC1=CC=C(C=C1)NC(=O)C=1C=C(C=CC1C)C=1C=C(C(=NC1)C)C(=O)O 5-[3-[[4-(benzyloxymethyl)phenyl]carbamoyl]-4-methyl-phenyl]-2-methyl-pyridine-3-carboxylic acid